2-(5-chloropyridin-2-yl)-10-methyl-2,3,7,10-tetrahydro-[1,4]dioxino[2,3-H]isoquinoline-9(8H)-carboxylic acid tert-butyl ester C(C)(C)(C)OC(=O)N1C(C=2C3=C(C=CC2CC1)OCC(O3)C3=NC=C(C=C3)Cl)C